(3-Chloro-4,6-dihydroxy-2-methylphenyl)(4-(ethylamino)isoindolin-2-yl)methanone ClC=1C(=C(C(=CC1O)O)C(=O)N1CC2=CC=CC(=C2C1)NCC)C